COC(C1=C(C=CC(=C1)[N+](=O)[O-])N1N=C(C=C1)C(C)(C)C)=O 2-(3-tert-butyl-1H-pyrazol-1-yl)-5-nitrobenzoic acid methyl ester